OCCNCCCCCCN(O)C(C)C N-hydroxyethyl-N'-hydroxyisopropyl-hexamethylenediamine